ClC=1C=C(C=CC1OCC=1C(=C(C=CC1)C1=CC=CC=C1)C)C=C(C(=O)OC)C#N methyl 3-(3-chloro-4-((2-methyl-[1,1'-biphenyl]-3-yl) methoxy) phenyl)-2-cyanoacrylate